2-(5-bromo-2-methylnicotinamido)benzo[d]thiazole-6-carboxylic acid BrC=1C=NC(=C(C(=O)NC=2SC3=C(N2)C=CC(=C3)C(=O)O)C1)C